NC=1C(N(C=CC1)[C@H](C(=O)N[C@H](C(C(=O)NC1CC1)=O)C[C@H]1C(NCC1)=O)CC1CCCCC1)=O (S)-3-((S)-2-(3-amino-2-oxopyridin-1(2H)-yl)-3-cyclohexylpropanamido)-N-cyclopropyl-2-oxo-4-((S)-2-oxopyrrolidin-3-yl)butanamid